C1(CC1)CN1C(=NN=C1)C1=CC=CC(=N1)NC(=O)C=1C(=CC(=C(C1)N1C=NC=C1C(=O)[O-])F)F 1-(5-((6-(4-(cyclopropylmethyl)-4H-1,2,4-triazol-3-yl) pyridin-2-yl) carbamoyl)-2,4-difluorophenyl)-1H-imidazole-5-carboxylate